FC(C=1N=C2N(C(=CC=C2)NC2CCC(CC2)NC2=CC=CC=3N2C=C(N3)C(F)(F)F)C1)(F)F N1,N4-bis(2-(trifluoromethyl)imidazo[1,2-a]pyridin-5-yl)cyclohexane-1,4-diamine